(3S)-1-(8-methoxy-4-isoquinolyl)piperidine-3-carboxylic acid COC=1C=CC=C2C(=CN=CC12)N1C[C@H](CCC1)C(=O)O